acryloyloxyphenyl-3-phosphinopropionate C(C=C)(=O)OC(C(=O)[O-])(CP)C1=CC=CC=C1